(3S)-1-[(2R)-2-[[2-Chloro-4-(2-chloro-4-fluoro-phenyl)-7-quinolyl]oxy]propanoyl]piperidin ClC1=NC2=CC(=CC=C2C(=C1)C1=C(C=C(C=C1)F)Cl)O[C@@H](C(=O)N1CCCCC1)C